rel-tert-butyl (1R,6S,7R)-7-(hydroxymethyl)-3-azabicyclo[4.1.0]heptane-3-carboxylate OC[C@@H]1[C@H]2CCN(C[C@@H]12)C(=O)OC(C)(C)C |o1:2,3,8|